2-(4-Chlorobenzyl)-4-(4-chlorophenyl)imidazole ClC1=CC=C(CC=2NC=C(N2)C2=CC=C(C=C2)Cl)C=C1